N-methyl-N-(4-phenethoxyphenyl)-3-(4,4,5,5-tetramethyl-1,3,2-dioxaborolan-2-yl)benzamide CN(C(C1=CC(=CC=C1)B1OC(C(O1)(C)C)(C)C)=O)C1=CC=C(C=C1)OCCC1=CC=CC=C1